C(CCCCCCCCCCC)(=O)OC.[Sn] tin methyl laurate